Ethyl 2-(4-((2,5-dioxo-3-(4-(trifluoromethoxy)phenyl)-imidazolidin-1-yl)methyl)-2,6-dimethylphenoxy)-2-methyl-propionate O=C1N(C(CN1C1=CC=C(C=C1)OC(F)(F)F)=O)CC1=CC(=C(OC(C(=O)OCC)(C)C)C(=C1)C)C